3-(7-(2-(cyclohexylamino)-2-oxoethoxy)naphthalen-2-yl)-3-(6-methyl-2,3-dihydrobenzofuran-5-yl)propanoic acid C1(CCCCC1)NC(COC1=CC=C2C=CC(=CC2=C1)C(CC(=O)O)C=1C(=CC2=C(CCO2)C1)C)=O